(R)-N-(1-(3-chloro-2-fluoropyridin-4-yl)pent-4-en-1-yl)-4-methoxyaniline ClC=1C(=NC=CC1[C@@H](CCC=C)NC1=CC=C(C=C1)OC)F